ClC=1C=C(C=CC1F)C(=O)C=1N(C(=C(N1)I)C)COCC[Si](C)(C)C (3-chloro-4-fluorophenyl)(4-iodo-5-methyl-1-((2-(trimethylsilyl)ethoxy)methyl)-1H-imidazol-2-yl)methanone